C(C)(C)(C)OC(=O)N1N=CC2=CC=C(C=C12)C(=O)O Indazole-1,6-dicarboxylic acid 1-tert-butyl ester